N-((1S,3r)-3-(4-(2-fluorophenyl)-5-(pyridin-2-yl)-4H-1,2,4-triazol-3-yl)cyclobutyl)quinoxaline-5-carboxamide FC1=C(C=CC=C1)N1C(=NN=C1C1=NC=CC=C1)C1CC(C1)NC(=O)C=1C=2N=CC=NC2C=CC1